ClC=1C(=CC2=C(C(C[C@@H](O2)C(=O)NC23CC(C2)(C3)C3=CN=C(O3)OCCCOC(F)(F)F)=O)C1)F (2R)-6-chloro-7-fluoro-4-oxo-N-(3-{2-[3-(trifluoromethoxy)propoxy]-1,3-oxazol-5-yl}bicyclo[1.1.1]pentan-1-yl)-3,4-dihydro-2H-1-benzopyran-2-carboxamide